COC=1C=C(CN(C=2C3=C(N=CN2)NC(=C3)C3=CC=C(C=C3)CCC(=O)O)C)C=CC1OC 3-(4-(4-((3,4-Dimethoxybenzyl)(methyl)amino)-7H-pyrrolo[2,3-d]pyrimidin-6-yl)phenyl)propanoic acid